tert-butyl (3aR,4R,6aS)-4-methylsulfonyloxy-3,3a,4,5,6,6a-hexahydro-1H-cyclopenta[c]pyrrole-2-carboxylate CS(=O)(=O)O[C@@H]1CC[C@@H]2CN(C[C@@H]21)C(=O)OC(C)(C)C